FC1=CC=C(C=C1)C1=NC(=NC(=C1C=O)C(C)C)N(S(=O)(=O)C)C N-(4-(4-fluorophenyl)-5-formyl-6-isopropylpyrimidin-2-yl)-N-methylmethanesulfonamide